CC1=CC=CC(=N1)C=1N=C2COCCN2C1C1=CC(=NC=C1)C1=NC2=C(N1COCC[Si](C)(C)C)CNC2 2-(6-methylpyridin-2-yl)-3-(2-(1-((2-(trimethylsilyl)ethoxy)methyl)-1,4,5,6-tetrahydropyrrolo[3,4-d]imidazol-2-yl)pyridin-4-yl)-5,6-dihydro-8H-imidazo[2,1-c][1,4]oxazine